OC1=C(CNC2=C3NC=NC3=NC=N2)C=CC(=C1OC)O 6-(2,4-dihydroxy-3-methoxybenzylamino)purine